(R)-3-(isoquinolin-4-yl)-1-(2-methyl-5-(trifluoromethyl)phenyl)-2-oxoimidazoline-4-carbonitrile C1=NC=C(C2=CC=CC=C12)N1C(N(C[C@@H]1C#N)C1=C(C=CC(=C1)C(F)(F)F)C)=O